C1(=CC=CC2=CC=CC=C12)C=1C(=CC=C2C=CC=CC12)C=1C(=CC=C2C=CC=CC12)C1=CC=CC2=CC=CC=C12 quaternaphthalenyl